1,4-difluoropyromellitic dianhydride C12=C(C(=C3C(=C1F)C(=O)OC3=O)F)C(=O)OC2=O